3-(4-(6-(4-(4-(7-hydroxy-3-phenylchroman-4-yl)phenyl)piperazin-1-yl)hex-1-yn-1-yl)-1-oxoisoindolin-2-yl)piperidine-2,6-dione OC1=CC=C2C(C(COC2=C1)C1=CC=CC=C1)C1=CC=C(C=C1)N1CCN(CC1)CCCCC#CC1=C2CN(C(C2=CC=C1)=O)C1C(NC(CC1)=O)=O